C(C)OC(CCC=1C=C(C=CC1)[C@](C(=O)O)(CCCC(CS(=O)(=O)CCO)(C)C)C)=O (R)-2-(3-(3-ethoxy-3-oxopropyl)phenyl)-7-((2-hydroxyethyl)sulfonyl)-2,6,6-trimethylheptanoic acid